(R/S)-2-(3-(1-aminoethyl)phenyl)-2,2-difluoroethan-1-ol hydrochloride Cl.N[C@H](C)C=1C=C(C=CC1)C(CO)(F)F |r|